7-fluoro-1-methyl-5-(5-((3-methyloxetan-3-yl)ethynyl)-3,4-dihydroquinolin-1(2H)-yl)-[1,2,4]triazolo[4,3-a]quinazoline FC=1C=C2C(=NC=3N(C2=CC1)C(=NN3)C)N3CCCC1=C(C=CC=C31)C#CC3(COC3)C